manganese-lithium salt [Li].[Mn]